C1(C=CC=C1)[Ti](CC1=CC=CO1)C1C=CC=C1 bis(cyclopentadienyl)furfuryl-titanium